OC(C)(C)C=1C=C(CN2N=NC(=C2)C2=C3C(=NC(=C2)C=2C(=C(C#N)C=CC2)C)NC=N3)C=CC1 3-(7-(1-(3-(2-hydroxypropan-2-yl)benzyl)-1H-1,2,3-triazole-4-yl)-3H-imidazo[4,5-b]pyridin-5-yl)-2-methylbenzonitrile